[O+2].S(=O)(=O)([O-])[O-].[Ni+2].S(=O)(=O)([O-])[O-] nickel sulfate oxygen